FC1=C(C(=CC=C1)F)C=1C=CC(=NC1)CN[C@@H]1CCCC=2C=CC=NC12 (R)-N-((5-(2,6-difluorophenyl)pyridin-2-yl)methyl)-5,6,7,8-tetrahydroquinolin-8-amine